sodium vinylmalonic acid C(=C)C(C(=O)O)C(=O)O.[Na]